4,5-dimethyl-1H-pyrazole-3-carbaldehyde CC=1C(=NNC1C)C=O